C12C=C(CC(CC1)N2)C2=C(C=C(C(=C2)Cl)Cl)O 2-[8-azabicyclo[3.2.1]oct-2-en-3-yl]-4,5-dichlorophenol